FC1=C(C=CC(=C1)F)C1=C2C(=NC(=C1)C(=O)O)O[C@@H](CC2)C (R)-5-(2,4-difluorophenyl)-2-methyl-3,4-dihydro-2H-pyrano[2,3-b]Pyridine-7-carboxylic acid